4-(1-methyl-1H-indol-2-yl)but-3-en-2-one CN1C(=CC2=CC=CC=C12)C=CC(C)=O